NC(C(=O)N1CCN(CC1)C(=O)NC1=NC(N(C=C1)C1=CCC(CC1)CN(C)[C@@H]1CC[C@H](CC1)N)=O)(C)C trans-4-(2-amino-2-methylpropanoyl)-N-(1-(4-(((4-aminocyclohexyl)(methyl)amino)methyl)cyclohex-1-en-1-yl)-2-oxo-1,2-dihydropyrimidin-4-yl)piperazine-1-carboxamide